N-(5-chloro-6-(2H-1,2,3-triazol-2-yl)pyridin-3-yl)-2,4'-difluoro-2'-hydroxy-5-methyl-[1,1'-biphenyl]-4-carboxamide ClC=1C=C(C=NC1N1N=CC=N1)NC(=O)C1=CC(=C(C=C1C)C1=C(C=C(C=C1)F)O)F